CN(CC(COC1=CC=C(C=C1)\N=N/C1=CC=CC=C1)O)CC1=CC=C(C=C1)C (Z)-1-(methyl-(4-methylbenzyl)amino)-3-(4-(phenyldiazenyl)phenoxy)propan-2-ol